(2-methyl-4-oxo-3,4-dihydro-quinazolin-7-yl)boronic acid CC1=NC2=CC(=CC=C2C(N1)=O)B(O)O